O=C1NC(CCC1N1C(C2=CC=C(C=C2C1)CNC(C(C1=CC=C(C=C1)OC(C)C)(F)F)=O)=O)=O N-((2-(2,6-dioxopiperidin-3-yl)-1-oxoisoindolin-5-yl)methyl)-2,2-difluoro-2-(4-isopropoxyphenyl)acetamide